COC1=CC=C(CN2C3=C(C=C(CC2=O)C=2OC(=CN2)C)C=CC(=C3)C=3C=NC(=CC3)OC)C=C1 1-(4-methoxybenzyl)-8-(6-methoxypyridin-3-yl)-4-(5-methyloxazol-2-yl)-1,3-dihydro-2H-benzo[b]azepin-2-one